ClC=1C=C(C=CC1)N1[C@@H]([C@H]2[C@@H]([C@H]2C1)C(=NO)N)C |&1:8| (+/-)-(1R,5S,6R)-3-(3-chlorophenyl)-N'-hydroxy-2-methyl-3-azabicyclo[3.1.0]Hexane-6-carboxamidine